N-(4-(2-aminoethoxy)benzyl)-2-(cyclooct-2-yn-1-yloxy)acetamide NCCOC1=CC=C(CNC(COC2C#CCCCCC2)=O)C=C1